C(=O)(O)C=CC(=O)O dicarboxyl-ethylene